C1(CC1)N1C(C(=CC=C1)NC(=O)C=1C(=NC=2N(C1)C=C(N2)[C@]21CO[C@](CC2)(C1)COC)OC(C)C)=O N-(1-cyclopropyl-2-oxo-1,2-dihydropyridin-3-yl)-7-isopropoxy-2-((1R,4S)-1-(methoxymethyl)-2-oxabicyclo[2.2.1]heptan-4-yl)imidazo[1,2-a]pyrimidine-6-carboxamide